FC1(CCC(CC1)NC(=O)C=1C=2N(N=C(C1)C)C(=C(N2)COC)C(=O)N)F N8-(4,4-difluorocyclohexyl)-2-(methoxymethyl)-6-methyl-imidazo[1,2-b]pyridazine-3,8-dicarboxamide